COC1=CC=CC=C1OC 4,5-dimethoxybenzene